(2S,7aS)-2-methoxy-6-methylenetetrahydro-1H-pyrrolizine CO[C@H]1C[C@@H]2CC(CN2C1)=C